C(C)(C)N1N=CC2=NC=C(C=C21)C2=NC(=NC=C2C)NC2=CC=C(C=C2)N2CCN(CC2)C(C)C 4-(1-isopropyl-1H-pyrazolo[4,3-b]pyridin-6-yl)-N-(4-(4-isopropylpiperazin-1-yl)phenyl)-5-methylpyrimidin-2-amine